di(butoxyethyl) adipate C(CCCCC(=O)OCCOCCCC)(=O)OCCOCCCC